C1=2N3CCC[C@@H]3C=3C=CC=C(OCCCNC(C=4C=NN(C=C1)C4N2)=O)N3 (6R)-12-oxa-2,16,20,21,24,26-hexaazapentacyclo[16.5.2.17,11.02,6.021,25]hexacosa-1(24),7(26),8,10,18(25),19,22-heptaen-17-one